3-(3,4-difluoro-2-methoxy-phenyl)-5-(trifluoromethyl)tetrahydrofuran FC=1C(=C(C=CC1F)C1COC(C1)C(F)(F)F)OC